methyl (2S,4R)-1-((2S)-2-(2-(3-((S)-2-(hydroxymethyl)pyrrolidin-1-yl)propyl)-5-oxopyrrolidin-1-yl)-3,3-dimethylbutanoyl)-4-((tetrahydro-2H-pyran-2-yl)oxy)pyrrolidine-2-carboxylate OC[C@H]1N(CCC1)CCCC1N(C(CC1)=O)[C@H](C(=O)N1[C@@H](C[C@H](C1)OC1OCCCC1)C(=O)OC)C(C)(C)C